7-((4-fluorophenyl)amino)-3,4-dimethyl-2H-benzopyran-2-one FC1=CC=C(C=C1)NC1=CC2=C(C(=C(C(O2)=O)C)C)C=C1